2-amino-5-(benzyloxy)-4-methoxybenzoic propiolic anhydride C(C#C)(=O)OC(C1=C(C=C(C(=C1)OCC1=CC=CC=C1)OC)N)=O